N[C@@H](CC)C1=NC(=CC2=C1CN(C2=O)C2=NC(=CC=C2)C2=NN=CN2CCC)N2[C@@H](CCC2)C 4-[(1S)-1-aminopropyl]-6-[(2R)-2-methylpyrrolidin-1-yl]-2-[6-(4-propyl-4H-1,2,4-triazol-3-yl)pyridin-2-yl]-2,3-dihydro-1H-pyrrolo[3,4-c]pyridin-1-one